F[C@H]1C[C@H](N2N=C(N=C21)C(=O)OCC)C2=CC=CC=C2 |r| ethyl rac-(5s,7s)-7-fluoro-5-phenyl-6,7-dihydro-5H-pyrrolo[1,2-b][1,2,4]triazole-2-carboxylate